(R)-N-((3-amino-6-(3-methylimidazo[1,2-a]pyridin-6-yl)-5-(2H-1,2,3-triazol-2-yl)pyrazin-2-yl)methyl)-1-methylpyrrolidine-2-carboxamide NC=1C(=NC(=C(N1)N1N=CC=N1)C=1C=CC=2N(C1)C(=CN2)C)CNC(=O)[C@@H]2N(CCC2)C